vinylbenzylmethylimidazolium sulfate S(=O)(=O)([O-])[O-].C(=C)C=1[N+](=C(NC1)C)CC1=CC=CC=C1.C(=C)C=1[N+](=C(NC1)C)CC1=CC=CC=C1